COC1=CC=C(C=C1)C1NC=2C=CC3=C(C2C=2CC(CC(C12)=O)(C)C)C=CC=C3 5-(4-methoxyphenyl)-2,2-dimethyl-2,3,5,6-tetrahydrobenzo[a]phenanthridin-4(1H)-one